CC1=NOC(=C1)CC(=O)NC1=NNC(=C1)[C@@H]1C[C@@H](CC1)N(C([O-])=O)[C@H](C)C1CC1 (1R,3S)-3-(3-{[(3-methyl-1,2-oxazol-5-yl)acetyl]amino}-1H-pyrazol-5-yl)cyclopentyl[(1R)-1-cyclopropylethyl]carbamate